(R)-2-(5-amino-2-(furan-2-yl)-7H-pyrazolo[4,3-e][1,2,4]triazolo[1,5-c]pyrimidin-7-yl)-N-(4-oxocyclohexyl)-2-phenylpropanamide NC1=NC2=C(C=3N1N=C(N3)C=3OC=CC3)C=NN2[C@](C(=O)NC2CCC(CC2)=O)(C)C2=CC=CC=C2